1-(3-fluoro-1-methylindol-5-yl)methylamine FC1=CN(C2=CC=C(C=C12)CN)C